methyl 5-hydroxy-2-(naphthalen-1-yl)-1-oxo-1,2,3,4-tetrahydroisoquinoline-7-carboxylate OC1=C2CCN(C(C2=CC(=C1)C(=O)OC)=O)C1=CC=CC2=CC=CC=C12